NC1=C(C=C(C=C1)C1=CC=C(C=C1)F)NC(=O)C=1C=CC2=C(CNS2(=O)C)C1 (1S)-N-[2-amino-5-(4-fluorophenyl)phenyl]-1-methyl-1-oxo-3H-1,2-benzothiazole-5-carboxamide